((6-(((S)-3,3-dimethyl-1-oxo-1-((S)-2-((R)-2-phenylmorpholine-4-carbonyl)pyrrolidin-1-yl)butan-2-yl)carbamoyl)naphthalen-2-yl)difluoromethyl)phosphonic acid CC([C@@H](C(N1[C@@H](CCC1)C(=O)N1C[C@H](OCC1)C1=CC=CC=C1)=O)NC(=O)C=1C=C2C=CC(=CC2=CC1)C(F)(F)P(O)(O)=O)(C)C